C(C)(C)(C)[Si](OCCCCC=1C=C2C=C(C(=NC2=CC1)OC)[C@H]([C@](CCN(C)C)(O)C1=CC=CC2=CC=CC=C12)C1=CC=CC=C1)(C)C (1r,2s)-1-[6-[4-[tert-butyl-(dimethyl)silyl]oxybutyl]-2-methoxy-3-quinolinyl]-4-(dimethylamino)-2-(1-naphthyl)-1-phenyl-butan-2-ol